5-(4-(((2S,8S)-6-cyclopropyl-1,4-dioxan-2-yl)methoxy)phenyl)-2-oxo-6-(trifluoromethyl)-1,2-dihydropyridine-3-carboxamide C1(CC1)C1COC[C@H](O1)COC1=CC=C(C=C1)C=1C=C(C(NC1C(F)(F)F)=O)C(=O)N